butanoic acid hydrochloride Cl.C(CCC)(=O)O